NC12CC(C1)(C2)NC(=O)N2[C@H](C1=CC=CC=C1CC2)C2=CC=CC=C2 (S)-N-(3-aminobicyclo[1.1.1]pentan-1-yl)-1-phenyl-3,4-dihydroisoquinoline-2(1H)-carboxamide